BrC1=NC2=CC(=CC=C2C(=N1)C=1C(=NN(C1)CC)C1=CC=C(C=C1)F)OC bromo-4-(1-ethyl-3-(4-fluorophenyl)-1H-pyrazol-4-yl)-7-methoxyquinazoline